N1=C(C=CC=C1)C1(CCOC2(C1)CCOCC2)CCN 2-(4-(pyridin-2-yl)-1,9-dioxaspiro[5.5]undecan-4-yl)ethane-1-amine